methyl 4-chloro-8-cyclopropyl-1,6-dimethyl-2-oxo-1,2-dihydro-1,7-naphthyridine-3-carboxylate ClC1=C(C(N(C2=C(N=C(C=C12)C)C1CC1)C)=O)C(=O)OC